ClC=1C(=NC(=C(C1)F)C1=C(C=C(C=C1)OC(F)(F)F)OC)C(=O)OC Methyl 3-chloro-5-fluoro-6-(2-methoxy-4-(trifluoromethoxy) phenyl)picolinate